C(CCCCCCCCCCCCCCCC)=O 8Z-heptadecanal